4,6-dimethyl-2,4,6-tris(4-hydroxyphenyl)-heptene CC(CC(=C)C1=CC=C(C=C1)O)(CC(C)(C1=CC=C(C=C1)O)C)C1=CC=C(C=C1)O